16-heptadecen-1-amine C(CCCCCCCCCCCCCCC=C)N